5-methoxy-1-(piperidin-4-yl)-1H-benzo[d][1,2,3]triazole hydrochloride Cl.COC1=CC2=C(N(N=N2)C2CCNCC2)C=C1